ClC=1C=CC(=C(C1)C1=CC(N(C=C1OC)C(CC)C=1N=NN(C1)C=1C=C(C(=O)OC)C=CC1)=O)N1N=NC(=C1)Cl Methyl 3-(4-(1-(4-(5-chloro-2-(4-chloro-1H-1,2,3-triazol-1-yl)phenyl)-5-methoxy-2-oxopyridin-1(2H)-yl)propyl)-1H-1,2,3-triazol-1-yl)benzoate